C(C)C1=C(C(=CC=C1)C)NC1=CC=C(C=C1)C1=CC=C(C=C1)NC1=C(C=CC=C1C)CC N,N'-bis(2-ethyl-6-methylphenyl)-1,1'-biphenyl-4,4'-diamine